C[C@H](CO)CCC (S)-2-Methylpentan-1-ol